4-iodopyridin IC1=CC=NC=C1